thiobutyrolactone C1(CCCO1)=S